tert-butyl 3-((3-(tert-butyl)-1-(p-tolyl)-1H-pyrazol-5-yl)carbamoyl)-4,7-dihydrothieno[2,3-c]pyridine-6(5H)-carboxylate C(C)(C)(C)C1=NN(C(=C1)NC(=O)C1=CSC=2CN(CCC21)C(=O)OC(C)(C)C)C2=CC=C(C=C2)C